BrC1=CC=C2C(=NN=C(C2=C1)N[C@H](C)C1=C(C(=CC=C1)C(F)(F)F)C)CN(C)C (R)-7-bromo-4-((dimethylamino)methyl)-N-(1-(2-methyl-3-(trifluoromethyl)phenyl)ethyl)phthalazin-1-amine